C(C=C)C\C=C\C 1-(2-propen-1-yl)(2E)-2-butene